N[C@H](CCCN1C(C2=C(C(=C(C=C2C=C1)C1=NC=C(C=N1)C(F)(F)F)F)F)=O)CO 2-[(4R)-4-amino-5-hydroxy-pentyl]-7,8-difluoro-6-[5-(trifluoromethyl)pyrimidin-2-yl]isoquinolin-1-one